α-methyl-β-bromopropionic acid CC(C(=O)O)CBr